3,4,5-tris(benzyloxy)benzaldehyde C(C1=CC=CC=C1)OC=1C=C(C=O)C=C(C1OCC1=CC=CC=C1)OCC1=CC=CC=C1